2-methyl-1-[(3-methyl-2-pyridyl)oxy]propan-2-amine CC(COC1=NC=CC=C1C)(C)N